FC1=C(C=CC=C1)C=1C=C2C(=NC1)NC(=C2)C(=O)OC methyl 5-(2-fluorophenyl)-1H-pyrrolo[2,3-b]pyridine-2-carboxylate